4-amino-N-((3S)-6-(2,2-difluorocyclopropyl)-2,3-dihydrobenzofuran-3-yl)-7-fluoro-N-methylimidazo[1,5-a]quinoxaline-8-carboxamide NC=1C=2N(C3=CC(=C(C=C3N1)F)C(=O)N(C)[C@@H]1COC3=C1C=CC(=C3)C3C(C3)(F)F)C=NC2